6-Chloro-4-(4-(2-methoxyphenoxy)piperidin-1-yl)-1-methyl-2-oxo-1,2-dihydro-1,5-naphthyridin-3-carbonitril ClC=1N=C2C(=C(C(N(C2=CC1)C)=O)C#N)N1CCC(CC1)OC1=C(C=CC=C1)OC